C(N)(OC(CC=1OC(=NN1)C)C1=CC(=CC=C1)C1=C(C=C(C=C1)Cl)OC)=O [1-[3-(4-chloro-2-methoxy-phenyl) phenyl]-2-(5-methyl-1,3,4-oxadiazol-2-yl) ethyl] carbamate